N-(piperidin-4-ylmethyl)-1H-indazol-4-amine N1CCC(CC1)CNC=1C=2C=NNC2C=CC1